4-[trans-3-(5-cyclopentylisoxazol-3-yl)-2,2-dimethylcyclopropyl]benzenesulfonamide tert-Butyl-N-(4-formylphenyl)-N-[(5-methoxypyridin-2-yl)methyl]carbamate C(C)(C)(C)OC(N(CC1=NC=C(C=C1)OC)C1=CC=C(C=C1)C=O)=O.C1(CCCC1)C1=CC(=NO1)[C@@H]1C([C@H]1C1=CC=C(C=C1)S(=O)(=O)N)(C)C